C(=O)C1=NN=C(S1)NC(C)=O N-(5-formyl-1,3,4-thiadiazol-2-yl)acetamide